N-(3-(3-aminopropanamido)propyl)-4-((3-(1-(cyanomethyl)-3-(trifluoromethyl)-1H-pyrazol-4-yl)imidazo[1,2-a]pyrazin-8-yl)amino)-2-ethylbenzamide formate C(=O)O.NCCC(=O)NCCCNC(C1=C(C=C(C=C1)NC=1C=2N(C=CN1)C(=CN2)C=2C(=NN(C2)CC#N)C(F)(F)F)CC)=O